(S)-7-((2-aminopyrimidin-4-yl)methyl)-6-chloro-4-(cyclopropylethynyl)-4-(trifluoromethyl)-1,4-dihydro-2H-benzo[d][1,3]oxazin-2-one NC1=NC=CC(=N1)CC=1C(=CC2=C(NC(O[C@@]2(C(F)(F)F)C#CC2CC2)=O)C1)Cl